4-((2-(1-cyclopropylmethyl)-1-methyl-1,2,3,4-tetrahydroisoquinolin-7-yl)(methyl)amino)benzonitrile hydrochloride Cl.C1(CC1)CN1C(C2=CC(=CC=C2CC1)N(C1=CC=C(C#N)C=C1)C)C